(E)-N-((2-(2,6-dioxopiperidin-3-yl)-1-oxoisoindolin-5-yl)methyl)-2-(hydroxyimino)-3-(4-nitrophenyl)propanamide O=C1NC(CCC1N1C(C2=CC=C(C=C2C1)CNC(/C(/CC1=CC=C(C=C1)[N+](=O)[O-])=N/O)=O)=O)=O